ClC=1C=C2C(=C3C1NC(NC31CCCCC1)=O)OC(=N2)CN2CC(C2)(F)F 5-chloro-2-[(3,3-difluoroazetidin-1-yl)methyl]-7,8-dihydro-6H-spiro[[1,3]oxazolo[5,4-f]quinazoline-9,1'-cyclohexane]-7-one